C#C\C=C/C#C (Z)-3-hexene-1,5-diyne